C(#N)C1=NC=CC(=N1)N1CCC=C(C1)C=1C(=CC(=C(C1)NC(=O)C1=CNC(C=C1C(F)F)=O)N1C[C@H](N(CC1)C)C)F |r| N-[5-[1-(2-cyanopyrimidin-4-yl)-3,6-dihydro-2H-pyridin-5-yl]-4-fluoro-2-[rac-(3R)-3,4-dimethylpiperazin-1-yl]phenyl]-4-(difluoromethyl)-6-oxo-1H-pyridine-3-carboxamide